FC1(CC(C1)C1=NNC(=N1)C1CC2(CN(C2)C(=O)N2CC3(C2)CC(C3)CC3=NC=C(C=C3)C(F)(F)F)C1)F [6-[3-(3,3-difluorocyclobutyl)-1H-1,2,4-triazol-5-yl]-2-azaspiro[3.3]heptan-2-yl]-[6-[[5-(trifluoromethyl)-2-pyridyl]methyl]-2-azaspiro[3.3]heptan-2-yl]methanone